O=C1NC(CCC1N1C(C2=CC=CC=C2C1=O)=O)=O 2-(2,6-dioxo-3-piperidinyl)-1,3-dioxoisoindol